7-(2-hydroxyethyl)guanine OCCN1C=NC=2N=C(NC(C12)=O)N